C[C@H]1CN([C@@H]2[C@H](O1)CC=1C=C(C=CC12)B1OC(C(O1)(C)C)(C)C)C(=O)OC(C)(C)C tertbutyl (2S,4aS,9aR)-2-methyl-7-(4,4,5,5-tetramethyl-1,3,2-dioxaborolan-2-yl)-2,3,9,9a-tetrahydroindeno[2,1-b][1,4]oxazine-4(4aH)-carboxylate